C(C)(=O)OC[C@H]1O[C@H]([C@H]([C@H]([C@H]1OC(C)=O)OC(C)=O)NC(C)=O)OC1=CC=C(C=C1)C(\C=C\C1=CC=CC=C1)=O [(2R,3R,4R,5S,6S)-5-Acetamido-3,4-diacetyloxy-6-[4-[(E)-3-phenylprop-2-enoyl]phenoxy]oxan-2-yl]methyl acetate